3-(benzyl-(5-isobutyl-4-(4-(thiophen-3-yl)phenyl)thiazol-2-yl)amino)propionic acid C(C1=CC=CC=C1)N(CCC(=O)O)C=1SC(=C(N1)C1=CC=C(C=C1)C1=CSC=C1)CC(C)C